ClC=1C=CC=2C(N1)=NN(N2)[C@H]2CCC(NC2)=O (S)-5-(5-chloro-2H-[1,2,3]triazolo[4,5-b]pyridin-2-yl)piperidin-2-one